IOI diiodoether